2-(3-amino-4-hydroxy-6-trifluoromethylphenyl)-2-(3-hydroxy-4-amino-5-trifluoromethylphenyl)hexafluoropropane NC=1C=C(C(=CC1O)C(F)(F)F)C(C(F)(F)F)(C(F)(F)F)C1=CC(=C(C(=C1)C(F)(F)F)N)O